C1(CC1)CC1=NN=C2N1C=CC(=C2C(F)(F)F)[C@H](C)OC2=C(C=CC(=C2)F)F 3-(cyclopropylmethyl)-7-[(1S)-1-(2,5-difluorophenoxy)ethyl]-8-(trifluoromethyl)[1,2,4]triazolo[4,3-a]pyridine